N1C=NC2=C1C=CC(=C2)\C=C\2/N=C(NC2=O)N[C@@H]2COCCC2 (4Z)-4-(1H-Benzimidazol-5-ylmethylene)-2-[[(3S)-tetrahydropyran-3-yl]amino]-1H-imidazol-5-one